IC1=CC=C(C=C1)NC(=O)O[C@H]1CN(CC1)C(=O)OC(C)(C)C tert-butyl (R)-3-(((4-iodophenyl)carbamoyl)oxy)pyrrolidine-1-carboxylate